C(#N)C1=CC(=NC=C1C(F)(F)F)NNC(=O)[C@@H]1C[C@@H](CCC1)NC(OC(C)(C)C)=O tert-butyl N-[(1R,3S)-3-[[[4-cyano-5-(trifluoromethyl)-2-pyridyl]amino]carbamoyl]cyclohexyl]carbamate